NCC(C)(C)C1=CC=C(C=C1)C1=CC(=C(C=C1)OCC)S(=O)(=O)N1CCC2(C[C@@H](CO2)NC[C@@H](COC2=CC(=CC=C2)S(=O)(=O)C2(CC2)CO)O)CC1 (S)-1-((S)-8-(4'-(1-amino-2-methylpropan-2-yl)-4-ethoxybiphenyl-3-ylsulfonyl)-1-oxa-8-azaspiro[4.5]decan-3-ylamino)-3-(3-(1-(hydroxymethyl)cyclopropylsulfonyl)phenoxy)propan-2-ol